CC(CCOCC(=O)OCC=C)C 2-propenyl (3-methylbutyloxy)acetate